O=C1NC(CCC1N1C(C2=CC=C(C=C2C1=O)N1CCC(CC1)CC(=O)O)=O)=O 2-[1-[2-(2,6-Dioxopiperidin-3-yl)-1,3-dioxoisoindol-5-yl]piperidin-4-yl]acetic acid